BrC=1C=C2C(=NC1)N(C=C2C(=O)C=2C(=C(C=CC2F)NS(=O)(=O)N2CCCC2)F)C(C2=C(C=CC=C2Cl)Cl)=O N-[3-[5-bromo-1-(2,6-dichlorobenzoyl)pyrrolo[2,3-b]pyridine-3-carbonyl]-2,4-difluoro-phenyl]pyrrolidine-1-sulfonamide